N1=CCC2=NC=CC=C21 3H-pyrrolo[3,2-b]pyridine